sodium di-isopropylnaphthalenesulphonate C(C)(C)C=1C(=C(C2=CC=CC=C2C1)S(=O)(=O)[O-])C(C)C.[Na+]